C1(=C(CCCC1)C(=O)OCC)C(=O)OCC diethyl cyclohex-1-ene-1,2-dicarboxylate